C(C)[P+](C1=CC=CC=C1)(C1=CC=CC=C1)C1=CC=CC=C1.P(=O)(OC1=CC=CC=C1)(OC1=CC=CC=C1)[O-] diphenyl phosphate ethyl-triphenyl-phosphonium salt